Cyclohexa-1,4-diene C1=CCC=CC1